C(C)(C)OC1N(CC1)C(=O)N isopropoxy-azetidine-1-carboxamide